C1=CC=CC=2C3=CC=CC=C3C(C12)COC(=O)N[C@H](C(=O)O)CC1=C(C=CC(=C1)Cl)C (S)-2-((((9H-fluoren-9-yl)methoxy)carbonyl)amino)-3-(5-chloro-2-methylphenyl)propanoic acid